4-(3-(6-(4-methylpiperazin-1-yl)-[1,2,4]triazolo[4,3-b]pyridazin-3-yl)propionylamino)piperidine-1-carboxylic acid tert-butyl ester C(C)(C)(C)OC(=O)N1CCC(CC1)NC(CCC1=NN=C2N1N=C(C=C2)N2CCN(CC2)C)=O